ethyl 4-[(1-tert-butoxycarbonyl-4-piperidyl)amino]-6-chloro-pyridine-3-carboxylate C(C)(C)(C)OC(=O)N1CCC(CC1)NC1=C(C=NC(=C1)Cl)C(=O)OCC